3-(6-methoxy-5-(methylsulfonyl)-1-oxoisoindolin-2-yl)piperidine-2,6-dione COC1=C(C=C2CN(C(C2=C1)=O)C1C(NC(CC1)=O)=O)S(=O)(=O)C